1-propyl-ethylamine C(CC)C(C)N